2-(3,4-Dihydroxyphenyl)-3,7-dihydroxychromen-4-one OC=1C=C(C=CC1O)C=1OC2=CC(=CC=C2C(C1O)=O)O